BrC1=NC=C(C(=O)NNC(=O)C2C(CCCC2)C(=O)O)C=C1 2-(2-(6-bromonicotinoyl)hydrazine-1-carbonyl)cyclohexane-1-carboxylic acid